4-(tert-butyl)benzenethiol C(C)(C)(C)C1=CC=C(C=C1)S